1-(5-(ethylsulfanyl)-3,6-dimethoxypyridin-2-yl)propan-2-amine C(C)SC=1C=C(C(=NC1OC)CC(C)N)OC